BrC1=NC(=C(C=C1NC(=S)NC(C1=CC=CC=C1)=O)F)Br N-((2,6-dibromo-5-fluoropyridin-3-yl)carbamothioyl)benzamide